COC1=CC=C(C=N1)C(CC(=O)O)N1N=CC2=C(C=CC=C12)CCCC1=NC=2NCCCC2C=C1 3-(6-Methoxypyridin-3-yl)-3-(4-(3-(5,6,7,8-tetrahydro-1,8-naphthyridin-2-yl)propyl)-1H-indazol-1-yl)propanoic acid